C(C)OC(=O)[C@@]1(C[C@H]([C@@H](C1)F)N=[N+]=[N-])CC1=CC(=CC=C1)C1=NC=C(C=N1)Br |o1:5,7,8| (1R*,3R*,4R*)-3-azido-1-(3-(5-bromopyrimidin-2-yl)benzyl)-4-fluorocyclopentane-1-carboxylic acid ethyl ester